BrC=1C=NC(=NC1)I 5-bromo-2-iodo-pyrimidine